4,6,8,10,16-Pentamethyldocosane CC(CCC)CC(CC(CC(CCCCCC(CCCCCC)C)C)C)C